O=C1NC(CCC1OC1=CC(=C(C=C1)C1CCN(CC1)CC(=O)OC(C)(C)C)OS(=O)(=O)C)=O tert-butyl 2-[4-[4-[(2,6-dioxo-3-piperidyl)oxy]-2-methylsulfonyloxy-phenyl]-1-piperidyl]acetate